NC1=C(C(=NN1C1CC(CC1)N(C(=O)N1N=CN=C1)C)C1=CC=C(C=C1)CNC(C1=C(C=CC(=C1)F)OC)=O)C(N)=O N-(3-(5-amino-4-carbamoyl-3-(4-((5-fluoro-2-methoxybenzamido)methyl)phenyl)-1H-pyrazol-1-yl)cyclopentyl)-N-methyl-1H-1,2,4-triazole-1-carboxamide